C1(CC1)OC=1N=C2C(=CC=NC2=CC1)C1=CC=2C(NCCC2N1)=O 2-(6-cyclopropoxy-1,5-naphthyridin-4-yl)-1H,5H,6H,7H-pyrrolo[3,2-c]pyridin-4-one